C(#N)C1=CC(=C(C=C1)CN(CC(=O)NNC(OC(C)(C)C)=O)C(C(OC1=C(C(=CC(=C1)F)F)C(C([2H])([2H])[2H])([2H])[2H])([2H])[2H])=O)F tert-Butyl N-[[2-[(4-cyano-2-fluoro-phenyl)methyl-[2,2-dideuterio-2-[3,5-difluoro-2-(1,1,2,2,2-pentadeuterioethyl)phenoxy]acetyl]amino]acetyl]amino]carbamate